1-ethyl-e-(3-dimethylaminopropyl)carbodiimide C(C)N=C=NCCCN(C)C